N-(5-chloro-6-(2H-1,2,3-triazol-2-yl)pyridin-3-yl)-1-(2-methyl-1-oxo-1,2-dihydroisoquinolin-5-yl)-5-(trifluoromethyl)-1H-pyrazole-4-carboxamide ClC=1C=C(C=NC1N1N=CC=N1)NC(=O)C=1C=NN(C1C(F)(F)F)C1=C2C=CN(C(C2=CC=C1)=O)C